2-fluoroacetic acid hydrochloride Cl.FCC(=O)O